3-[(2-bromoacetyl)amino]propionic acid BrCC(=O)NCCC(=O)O